NC=1C(=NC(=CN1)C1=NC=CC(=C1C#N)OC)C(=O)NC1=NC=CC=C1N1CCC(CC1)(CC#N)N 3-amino-N-(3-(4-amino-4-(cyanomethyl)piperidin-1-yl)pyridin-2-yl)-6-(3-cyano-4-methoxypyridin-2-yl)pyrazine-2-carboxamide